N-(3,6-dimethoxy-9H-xanthen-9-yl)-2-oxo-5-((tetrahydro-2H-pyran-4-yl)oxy)-6-(trifluoromethyl)-1,2-dihydropyridine-3-carboxamide COC=1C=CC=2C(C3=CC=C(C=C3OC2C1)OC)NC(=O)C=1C(NC(=C(C1)OC1CCOCC1)C(F)(F)F)=O